C(C)(=O)C1=NN(C2=C(C=C(C=C12)C=1C=NC(=NC1)C)C)CC(=O)N1[C@@H]2C[C@@]2(C[C@H]1C(=O)NCCC1=NC=CC=C1)C (1R,3S,5R)-2-(2-(3-acetyl-7-methyl-5-(2-methylpyrimidin-5-yl)-1H-indazol-1-yl)acetyl)-5-methyl-N-(2-(pyridin-2-yl)ethyl)-2-azabicyclo[3.1.0]hexane-3-carboxamide